NC=1SC2=C(N1)C(=C(C(=C2)NC(C2=C(C=C(C=C2)NS(=O)(=O)[C@@H](CO)C)N2CCC1(CC1)CC2)=O)F)N2CCC(CC2)(F)F N-[2-amino-4-(4,4-difluoropiperidin-1-yl)-5-fluoro-1,3-benzothiazol-6-yl]-2-{6-azaspiro[2.5]octan-6-yl}-4-[(2R)-1-hydroxypropane-2-sulfonamido]benzamide